3-(4-acetylbenzoyl)-N-(2-((diethylamino)methyl)benzyl)benzamide C(C)(=O)C1=CC=C(C(=O)C=2C=C(C(=O)NCC3=C(C=CC=C3)CN(CC)CC)C=CC2)C=C1